1-(4-(8-amino-3-cyclopropylimidazo[1,5-a]pyrazin-1-yl)-2-fluorophenyl)-3-(4-((4-(dimethylamino)piperidin-1-yl)methyl)-3-(trifluoromethyl)phenyl)urea NC=1C=2N(C=CN1)C(=NC2C2=CC(=C(C=C2)NC(=O)NC2=CC(=C(C=C2)CN2CCC(CC2)N(C)C)C(F)(F)F)F)C2CC2